BrC1=C2CC[C@@H](C2=CC=C1)OC1=C(C=C(C(=N1)OC)C#N)I 6-[(1S)-4-bromoindan-1-yl]oxy-5-iodo-2-methoxy-pyridine-3-carbonitrile